Iodine Benzonitrile C(C1=CC=CC=C1)#N.[I]